2-((3-chloro-4-fluorophenyl)((3,3-difluorocyclobutyl)methoxy)methyl)-5-methyl-1H-imidazole-4-sulfonyl chloride ClC=1C=C(C=CC1F)C(C=1NC(=C(N1)S(=O)(=O)Cl)C)OCC1CC(C1)(F)F